ClC1=NN(C=2C1=NN(C(C2)=O)C=2C(=C(C=NO)C=CC2OC)F)COCC[Si](C)(C)C 3-(3-chloro-6-oxo-1-((2-(trimethylsilyl)ethoxy)methyl)-1H-pyrazolo[4,3-c]pyridazin-5(6H)-yl)-2-fluoro-4-methoxybenzaldehyde oxime